BrC1=CC=2N(CC3N(C2C=C1)CCC(C3)C#N)S(=O)(=O)C3=CC(=CC=C3)C(F)(F)F 3-bromo-5-((3-(trifluoromethyl)phenyl)sulfonyl)-6,6a,7,8,9,10-hexahydro-5H-pyrido[1,2-a]quinoxalin-8-carbonitrile